6-fluoronaphthalen-2-ol diformate C(=O)O.C(=O)O.FC=1C=C2C=CC(=CC2=CC1)O